COC1=C(OC2=C(C1=O)C(=CC(=C2)OC)OC)C2=CC(=C(C(=C2)OC2COC2)O)C 3,5,7-Trimethoxy-2-[4-hydroxy-3-methyl-5-(oxetan-3-yloxy)phenyl]benzopyran-4-one